C(CCCCCCCCCCCCCCCCCCCCCCCCCCCCCCCCCC)(=O)OCCCCCCCCCCCCCCCCCCCCCCCCCCCCCCCC dotriacontan-1-yl pentatriacontanoate